1,3-diphenoxybenzene O(C1=CC=CC=C1)C1=CC(=CC=C1)OC1=CC=CC=C1